(4,6-dimethoxypyrimidine-2-yl)-1-(2-methoxyformyl-benzyl)sulfonylurea COC1=NC(=NC(=C1)OC)N(C(=O)N)S(=O)(=O)CC1=C(C=CC=C1)C(=O)OC